NCCCOC(C=C)=O aminopropylacrylate